S-(3-(2,6-dichloropyridin-3-yl)propyl)thioacetate ClC1=NC(=CC=C1CCCS=C(C)[O-])Cl